C1(CC1)[C@H]([C@@H](C(=O)OC)C)C1=CC=C2CCC(NC2=C1)C1CCNCC1 (2S,3R)-Methyl 3-cyclopropyl-2-methyl-3-(2-(piperidin-4-yl)-1,2,3,4-tetrahydroquinolin-7-yl)propanoate